NC1=C(C=C(C=N1)C1=CC=C(C=C1)C(=O)N1[C@H](CCC1)CN1CCCC1)OC(C)C1=C(C(=CC=C1F)F)Cl (4-{6-amino-5-[1-(2-chloro-3,6-difluoro-phenyl)-ethoxy]-pyridin-3-yl}-phenyl)-((R)-2-pyrrolidin-1-ylmethyl-pyrrolidin-1-yl)-methanone